tert-butyl (1-((1r,4r)-4-(N,N-dimethylsulfamoyl)cyclohexyl)-2-methylpropan-2-yl)carbamate CN(S(=O)(=O)C1CCC(CC1)CC(C)(C)NC(OC(C)(C)C)=O)C